(E)-N-(3-chloro-2-methylphenyl)-N-methyl-3-(2-oxo-2,3-dihydrobenzo[d]oxazol-5-yl)acrylamide ClC=1C(=C(C=CC1)N(C(\C=C\C=1C=CC2=C(NC(O2)=O)C1)=O)C)C